(2S,4R)-1-((S)-2-((Methoxycarbonyl)amino)-3,3-dimethylbutanoyl)-4-(trifluoromethyl)piperidine-2-carboxylic acid COC(=O)N[C@H](C(=O)N1[C@@H](C[C@@H](CC1)C(F)(F)F)C(=O)O)C(C)(C)C